O1CCCCC1 (S)-tetrahydro-2H-pyran